(S)-(+)-Methyl indoline-2-carboxylate COC(=O)[C@@H]1CC2=CC=CC=C2N1